CCCCCCCCCCCCCCC[C@H]([C@H](CO[C@H]1[C@@H]([C@H]([C@@H]([C@H](O1)CO)O)O)O)OC(=O)CCCCCCCCCCCCC/C=C\\CCCCCCCC)O The molecule is a beta-D-glucosyl-(1<->1')-N-acylsphinganine in which the acyl group specified is (15Z)-tetracosenoyl. It has a role as a mouse metabolite. It derives from a (15Z)-tetracosenoic acid.